1-(6-amino-4-meth-ylpyridin-3-yl)-6-chloro-7-(7,8-di-hydropyrido[4,3-d]pyrimidin-6(5H)-yl)-4-oxo-1,4-dihydro-1,8-naphthyridine-3-carboxylic acid NC1=CC(=C(C=N1)N1C=C(C(C2=CC(=C(N=C12)N1CC2=C(N=CN=C2)CC1)Cl)=O)C(=O)O)C